BrC1=C(C=CC=C1)CCCC(=O)N1CCN(CC1)C1=NC=C(C=N1)C(F)(F)F 4-(2-bromophenyl)-1-[4-[5-(trifluoromethyl)pyrimidin-2-yl]piperazin-1-yl]butan-1-one